N(C1=CC=CC=C1)C=1C(=C(C=CC1Cl)OC)N=O 3-anilino-4-chloro-2-Nitrosoanisole